OC(COC=1C=C(C=2N(C1)N=CC2C#N)C=2C=NC(=CC2)N2CC1N(C(C2)C1)C(C1=CN=CC(=C1)OC)=O)(C)C 6-(2-hydroxy-2-methylpropoxy)-4-(6-(6-(5-methoxynicotinoyl)-3,6-diazabicyclo[3.1.1]heptan-3-yl)pyridin-3-yl)pyrazolo[1,5-a]pyridine-3-carbonitrile